tert-butyl N-[(1S)-3-(5-carbamoyl-7-fluoro-1,2,3,4-tetrahydro-cyclopenta[b]indol-8-yl)cyclohex-3-en-1-yl]carbamate C(N)(=O)C1=CC(=C(C=2C3=C(NC12)CCC3)C=3C[C@H](CCC3)NC(OC(C)(C)C)=O)F